C(C)(=O)C1=C(C(=C(CCOC(C(=C)C)=O)C(=C1)OC)OC)N.C(C)(=O)C1=C(C(=C(C(=C1)OC)CCCNC(C(=C)C)=O)OC)N N-(3-(4-acetyl-3-amino-2,6-dimethoxyphenyl)propyl)methacrylamide 4-acetyl-3-amino-2,6-dimethoxyphenethyl-methacrylate